N-[2-(5-Amino-1H-indol-3-yl)ethyl]acetamide NC=1C=C2C(=CNC2=CC1)CCNC(C)=O